FC(CC1=NSC(=N1)NC(=O)C1=C(SC(=C1)C1=CC(=CC=C1)C(F)(F)F)C)(C)F N-(3-(2,2-difluoropropyl)-1,2,4-thiadiazol-5-yl)-2-methyl-5-(3-(trifluoromethyl)phenyl)thiophene-3-carboxamide